OC1(CCOCC1)C1=NC2=CC=C(C=C2C=C1)C=O 2-(4-Hydroxytetrahydro-2H-pyran-4-yl)quinoline-6-carbaldehyde